ClC1=NC=C2N(C(N(C2=N1)C1(CCN(CC1)C)C#N)=O)C 4-(2-Chloro-7-methyl-8-oxo-7,8-dihydro-9H-purin-9-yl)-1-methylpiperidine-4-carbonitrile